BrC1=C(C=C(C(=C1)Br)OC)S(=O)(=O)NC(CNC1=CC=C(C=C1)F)CCCC 2,4-Dibromo-N-(1-((4-fluorophenyl)amino)hex-2-yl)-5-methoxybenzenesulfonamide